FC=1C(=NC(=NC1)NC1=C(C(=CC=C1)S(=O)(=O)C)F)C1=CNC2=C(C=CC=C12)NC([C@@H](COC)N1CCN(CC1)C)=O (R)-N-(3-(5-fluoro-2-(2-fluoro-3-(methylsulfonyl)phenylamino)pyrimidin-4-yl)-1H-indol-7-yl)-3-methoxy-2-(4-methylpiperazin-1-yl)propanamide